C(CC)OC(=O)C=1SC=C(C1N(C(=O)OC(C)(C)C)C(=O)OC(C)(C)C)C.C1(CC1)OC1=C(C=C2C(=NC=NC2=C1)C=1C(=NN(C1)C)C1=CC=CC=C1)O[C@H]1[C@@H](CNCC1)F 7-cyclopropoxy-6-{[(3R,4R)-3-fluoropiperidin-4-yl]oxy}-4-(1-methyl-3-phenyl-1H-pyrazol-4-yl)quinazoline propyl-3-(bis(tert-butoxycarbonyl)amino)-4-methylthiophene-2-carboxylate